C(OCC(Cl)(Cl)CC)([O-])=O ethyl-(2,2-dichloroethyl) carbonate